4-(4-methylpiperidin-1-carbonyl)phenylboronic acid CC1CCN(CC1)C(=O)C1=CC=C(C=C1)B(O)O